O=C1N(OCC1)CCCCC1CCN(CC1)C(=O)OC(C)(C)C tert-Butyl 4-(4-(3-oxoisoxazolidin-2-yl)butyl)piperidine-1-carboxylate